4-(6-((Difluoromethoxy)methyl)-6-fluoro-2-(5-fluoropyridin-2-yl)-4,5,6,7-tetrahydropyrazolo[1,5-a]pyridin-3-yl)-1H-pyrazolo[3,4-b]pyridine FC(OCC1(CCC=2N(C1)N=C(C2C2=C1C(=NC=C2)NN=C1)C1=NC=C(C=C1)F)F)F